4-Pyridine C1=CC=NC=C1